6-(4-ethyl-3-(hydroxymethyl)-5-oxo-4,5-dihydro-1H-1,2,4-triazol-1-yl)-7-fluoro-2-(5-fluoro-2-methoxypyridin-4-yl)-4-(prop-1-en-2-yl)isoquinolin-1(2H)-one C(C)N1C(=NN(C1=O)C=1C=C2C(=CN(C(C2=CC1F)=O)C1=CC(=NC=C1F)OC)C(=C)C)CO